4,5-diphenyl-1,3,2-diazaphosphorolidine 2-oxide C1(=CC=CC=C1)C1NP(NC1C1=CC=CC=C1)=O